Ethyl (1S,2S)-2-(4-{8-bromo-6-chloroimidazo[1,2-b]pyridazin-2-yl}-3-fluorophenyl)-cyclopropane-1-carboxylate BrC=1C=2N(N=C(C1)Cl)C=C(N2)C2=C(C=C(C=C2)[C@@H]2[C@H](C2)C(=O)OCC)F